5-{4-[4-(2,4-dimethylphenyl)piperidine-1-carbonyl]phenyl}-5-methylimidazolidine-2,4-dione CC1=C(C=CC(=C1)C)C1CCN(CC1)C(=O)C1=CC=C(C=C1)C1(C(NC(N1)=O)=O)C